1,5,7-trimethyl-3-((4-(4-(trifluoromethyl)phenoxy)piperidin-1-yl)carbonyl)-1,5-dihydro-4H-pyrrolo[3,2-c]pyridin-4-one CN1C=C(C=2C(N(C=C(C21)C)C)=O)C(=O)N2CCC(CC2)OC2=CC=C(C=C2)C(F)(F)F